CC=1N(C=CN1)CC1=CC=C(C=C1)NC(=O)NC1=NC=CC=C1 1-(4-((2-methyl-1H-imidazol-1-yl)methyl)phenyl)-3-(pyridin-2-yl)urea